C1(CCC1)CNC1(CN(CCC1)C=1N=NC(=CC1)CN1N=NC(=C1)C=1C=NC=C(C1)OC)C N-(cyclobutylmethyl)-1-[6-[[4-(5-methoxy-3-pyridyl)triazol-1-yl]methyl]pyridazin-3-yl]-3-methyl-piperidin-3-amine